N[C@H]1CS(C2=C(N(C1=O)CC1=CC=C(C=C1)Cl)C=C(C(=C2)F)C2=NOC(=N2)N2CC(OCC2)(C)C)(=O)=O (3R)-3-amino-5-[(4-chlorophenyl)methyl]-7-[5-(2,2-dimethylmorpholin-4-yl)-1,2,4-oxadiazol-3-yl]-8-fluoro-1,1-dioxo-2,3-dihydro-1lambda6,5-benzothiazepin-4-one